C(C(O)(C1=CC=CC=C1)C1=CC=CC=C1)(=O)OC1CN2CCC1CC2 3-Quinuclidinyl Benzilate